tert-butyl 2-(tert-butoxycarbonylamino)-5-fluoro-4-methoxy-benzoate C(C)(C)(C)OC(=O)NC1=C(C(=O)OC(C)(C)C)C=C(C(=C1)OC)F